[(5-Amino-1,3,4-oxadiazol-2-yl)methyl]-2,2-dideuterio-2-[3,5-difluoro-2-(1,1,2,2,2-pentadeuterioethyl)phenoxy]-N-[(2-fluoro-4-sulfamoyl-phenyl)methyl]acetamide NC1=NN=C(O1)CN(C(C(OC1=C(C(=CC(=C1)F)F)C(C([2H])([2H])[2H])([2H])[2H])([2H])[2H])=O)CC1=C(C=C(C=C1)S(N)(=O)=O)F